4-((4-(((3-hydroxy-4-oxo-4H-pyran-2-yl)methyl)amino)phenyl)ethynyl)benzoic acid OC1=C(OC=CC1=O)CNC1=CC=C(C=C1)C#CC1=CC=C(C(=O)O)C=C1